ClC1=CC(=C(C=C1SCC(F)(F)F)NCC1=C(C(=O)OC)C=CC=C1)F methyl 2-[[[4-chloro-2-fluoro-5-[(2,2,2-trifluoroethyl)thio]phenyl]amino]methyl]-benzoate